(E)-N-(4-(3-(4-(4-(dimethylamino)but-2-enoyl)piperazin-1-yl)pyridin-4-yl)-2-(trifluoromethyl)benzyl)-5-(1-methylcyclopropyl)-1,2,4-oxadiazole-3-carboxamide CN(C/C=C/C(=O)N1CCN(CC1)C=1C=NC=CC1C1=CC(=C(CNC(=O)C2=NOC(=N2)C2(CC2)C)C=C1)C(F)(F)F)C